(2S)-4-(methylsulfinyl)-2-palmitoylaminobutanoic acid CS(=O)CC[C@@H](C(=O)O)NC(CCCCCCCCCCCCCCC)=O